C(#N)C=1C=C2C[C@H](COC2=CC1)NC(=O)C1=NN2C(OC(CC2)CO)=C1 N-((R)-6-cyanochroman-3-yl)-5-(hydroxymethyl)-6,7-dihydro-5H-pyrazolo[5,1-b][1,3]oxazine-2-carboxamide